HYPOTAURIN NCCS(=O)O